3-(6-fluoropyridin-3-yl)benzyl (1-(2-cyanopyrimidin-4-yl)cyclopentyl)carbamate C(#N)C1=NC=CC(=N1)C1(CCCC1)NC(OCC1=CC(=CC=C1)C=1C=NC(=CC1)F)=O